O[C@H]1[C@H](O[C@@]2([C@@H](CCO2)NC(=O)C2=CC=C(C=C2)C2=CC=CC=C2)[C@@H]([C@H]1N1N=NC(=C1)C1=CC(=C(C(=C1)F)F)F)O)CO N-((4r,5s,7r,8r,9s,10r)-8,10-dihydroxy-7-(hydroxymethyl)-9-(4-(3,4,5-trifluorophenyl)-1H-1,2,3-triazol-1-yl)-1,6-dioxaspiro[4.5]dec-4-yl)-[1,1'-biphenyl]-4-carboxamide